C(#N)C1N=C(NC1C#N)C(F)(F)F 4,5-dicyano-2-(trifluoromethyl)imidazoline